tert-Butyl 4-(hydroxymethyl)-3,3-dimethyl-piperidine-1-carboxylate OCC1C(CN(CC1)C(=O)OC(C)(C)C)(C)C